[Cl-].[Cl-].[Ti+2].ClC1=C(OC2(C(=C(C(=C2C)C)C)C)C)C(=CC(=C1)Cl)Cl 2,4,6-trichlorophenoxy(pentamethylcyclopentadiene) titanium dichloride